OC1=C(C=C(C=C1)C)N1N=C2C(=N1)C=CC=C2 2-(2'-hydroxy-5'-methyl-benzeneYl)benzotriazole